OC1=C(C=C(C2OC3=CC=CC(=C3C(C2)=O)O)C=C1)OC 4',5-Dihydroxy-3'-methoxyflavanone